F[C@@H]1[C@H]([C@@H]2CN([C@H]1C2)C)OC2=CC=C(N=N2)C2=C(C=C(C=C2)C2=CC(=NC=C2)OC)O 2-(6-(((1S,4S,5S,6S)-6-fluoro-2-methyl-2-azabicyclo[2.2.1]heptan-5-yl)oxy)pyridazin-3-yl)-5-(2-methoxypyridin-4-yl)phenol